3-{1-[(4-Chloro-2-fluorophenyl)methyl]-5-oxopyrrolidin-2-yl}-3-oxo-2-(1λ4-thiolan-1-ylidene)propanenitrile ClC1=CC(=C(C=C1)CN1C(CCC1=O)C(C(C#N)=S1CCCC1)=O)F